2-(dimethylamino)indolizin-5-ol formate salt C(=O)O.CN(C=1C=C2C=CC=C(N2C1)O)C